O=C1NC(CC[C@H]1N1C2=C(OCC1)C(=CC=C2)N2CCC(CC2)N(C(OC(C)(C)C)=O)C)=O tert-butyl (R)-(1-(4-(2,6-dioxopiperidin-3-yl)-3,4-dihydro-2H-benzo[b][1,4]oxazin-8-yl)piperidin-4-yl)(methyl)carbamate